[Si](C)(C)(C(C)(C)C)OC=1C=C(C2=CC=CC=C2C1)C1CCC=2C(=NC(=NC2C1)SC)N1[C@H](CN(CC1)C(=O)OC(C)(C)C)C tert-butyl (3S)-4-[7-[3-[tert-butyl(dimethyl)silyl]oxy-1-naphthyl]-2-methylsulfanyl-5,6,7,8-tetrahydroquinazolin-4-yl]-3-methyl-piperazine-1-carboxylate